2-oxo-N-(m-tolyl)oxazolidine-4-carboxamide O=C1OCC(N1)C(=O)NC=1C=C(C=CC1)C